C1(CC1)CNC(C1=C(C=CC=C1)F)=O N-cyclopropylmethyl-2-fluorobenzamide